NC1=NC(=C(C=C1F)F)F 2-amino-3,5,6-trifluoropyridine